2-(dinonylamino)-1-(4-(N-(2-(dinonylamino)ethyl)-N-nonylglycyl)piperazin-1-yl)propan-1-one C(CCCCCCCC)N(C(C(=O)N1CCN(CC1)C(CN(CCCCCCCCC)CCN(CCCCCCCCC)CCCCCCCCC)=O)C)CCCCCCCCC